CN1N=C2C=CC(=CC2=C1)C=1N=C2N(C(C1)=O)C=C(C=C2)C2CCN(CC2)C(C)C 2-(2-methyl-2H-indazol-5-yl)-7-[1-(propan-2-yl)piperidin-4-yl]-4H-pyrido[1,2-a]pyrimidin-4-one